ClC=1C=C(C(NC1)=O)C(F)(F)F 5-chloro-3-(trifluoromethyl)pyridin-2(1H)-one